B(O)(O)O.C(=C\C)/CC(O)(C)C(C)(C)O trans-1-propenyl-pinacol borate